methyl 3-(benzyloxy)-4-iodo-1-methyl-1H-pyrazole-5-carboxylate C(C1=CC=CC=C1)OC1=NN(C(=C1I)C(=O)OC)C